3,7-di(1H-indol-5-yl)-2-(trifluoromethyl)-10H-phenothiazine N1C=CC2=CC(=CC=C12)C=1C(=CC=2NC3=CC=C(C=C3SC2C1)C=1C=C2C=CNC2=CC1)C(F)(F)F